(3R,5r,7r)-1-(4-(4-bromophenoxy)phenyl)adamantane BrC1=CC=C(OC2=CC=C(C=C2)C23CC4CC(CC(C2)C4)C3)C=C1